(R)-1'-(8-(2-chloro-3-methoxyphenyl)-7-methylimidazo[1,2-c]pyrimidin-5-yl)-3H-spiro[benzofuran-2,4'-piperidin]-3-amine ClC1=C(C=CC=C1OC)C=1C=2N(C(=NC1C)N1CCC3(CC1)OC1=C([C@H]3N)C=CC=C1)C=CN2